CC1=CC=C(C=C1)CN1C(CCC1=O)CC(=O)OCCS(=O)(=O)C1=C(C=C(C=C1)Cl)Cl 2-(2,4-dichlorophenyl)sulfonylethyl 2-[1-[(4-methylphenyl)methyl]-5-oxopyrrolidin-2-yl]acetat